BrC=1SC=C2C1CC(CC2)NC(OC(C)(C)C)=O tert-butyl N-(3-bromo-4,5,6,7-tetrahydro-2-benzothiophen-5-yl)carbamate